CC1=CC(=CC=C1)S(=O)(=O)O m-toluenesulfonic acid